2-(6-ethoxypyridin-3-yl)-N-((2-fluoro-5-methoxypyridin-3-yl)methoxy)pyrimidine-4-carboxamide C(C)OC1=CC=C(C=N1)C1=NC=CC(=N1)C(=O)NOCC=1C(=NC=C(C1)OC)F